C1(=CC=CC=C1)N(C1=CC=CC=C1)C(=S)SCC1=CC=CC=C1 benzyl N,N-diphenylaminodithiocarboxylate